3-[1-methyl-6-[(2R,4S)-2-methyl-4-piperidinyl]indazol-3-yl]piperidine-2,6-dione CN1N=C(C2=CC=C(C=C12)[C@@H]1C[C@H](NCC1)C)C1C(NC(CC1)=O)=O